tert-butyl 9-(1-(4-chloro-2-fluorophenyl)ethyl)-3,4-dihydrobenzo[4,5]imidazo[1,2-a]pyrazine-2(1H)-carboxylate ClC1=CC(=C(C=C1)C(C)C1=CC=CC2=C1N=C1N2CCN(C1)C(=O)OC(C)(C)C)F